C[N+](CCO)(CCO)[O-] N-methyldiethanolamine N-oxide